N-((2S,3R)-3-(Tert-butoxy)-1-oxo-1-((4-(((S)-2-oxo-4-(trifluoromethyl)imidazolidin-1-yl)methyl)pyridin-2-yl)amino)butan-2-yl)-4-methyl-1,2,5-oxadiazole-3-carboxamide C(C)(C)(C)O[C@@H]([C@@H](C(NC1=NC=CC(=C1)CN1C(N[C@@H](C1)C(F)(F)F)=O)=O)NC(=O)C1=NON=C1C)C